3-(2-(2-methoxyethoxy)ethoxy)-N-(3-(triethoxysilyl)propyl)propanamide COCCOCCOCCC(=O)NCCC[Si](OCC)(OCC)OCC